2-[3-[[4-[[4-(trifluoromethyl)phenyl]methyl]pyrazolo[1,5-a]pyridine-3-carbonyl]amino]-1-bicyclo[1.1.1]pentyl]acetic acid methyl ester COC(CC12CC(C1)(C2)NC(=O)C=2C=NN1C2C(=CC=C1)CC1=CC=C(C=C1)C(F)(F)F)=O